C(C=C)(=O)N1C[C@@H]2COC3=C(C(N2CC1)=O)C(=NC(=C3Cl)C3=C(C=CC=C3O)F)N3CC(OCC3)(C)C (6aR)-8-propenoyl-4-chloro-1-(2,2-dimethylmorpholino)-3-(2-fluoro-6-hydroxyphenyl)-6,6a,7,8,9,10-hexahydro-12H-pyrazino[2,1-c]pyrido[3,4-f][1,4]oxazepin-12-one